N-(4-Pyridinylmethyl)glycin N1=CC=C(C=C1)CNCC(=O)O